ClC1=CC=C(C=C1)C(\C=C/C1=CC(=C(C=C1)O)OC)=O (Z)-1-(4-Chlorophenyl)-3-(4-hydroxy-3-methoxyphenyl)prop-2-en-1-one